COC1=CC=C(CN(C2=NC=NN3C2=NC=C3C=3C=NN(C3)C=3C=C(C=CC3C)NC(C3=CC(=CC(=C3)C(F)(F)F)F)=O)CC3=CC=C(C=C3)OC)C=C1 N-(3-(4-(4-(bis(4-methoxybenzyl)amino)imidazo[2,1-f][1,2,4]triazin-7-yl)-1H-pyrazol-1-yl)-4-methylphenyl)-3-fluoro-5-(trifluoromethyl)benzamide